CN(C(=O)C=1NC=C(N1)C1=NC(=NC=C1C(F)(F)F)N[C@@H]1CNCCC1)C N,N-dimethyl-4-(2-{[(3S)-piperidin-3-yl]amino}-5-(trifluoromethyl)pyrimidin-4-yl)-1H-imidazole-2-carboxamide